C(C)(C)(C)OC(=O)N1C(C2=CC=CC=C2CC1)C1=C2C=C(NC2=C(C=C1F)C(N)=O)C (7-carbamoyl-5-fluoro-2-methyl-1H-indol-4-yl)-3,4-dihydroisoquinoline-2(1H)-carboxylic acid tert-butyl ester